C1(C(CC(C(C1)C(=O)[O-])C(=O)[O-])C(=O)[O-])C(=O)[O-] 1,2,4,5-cyclohexanetetracarboxylate